diethyl (S)-(2-(3-(benzyloxy)phenyl)propyl)phosphonate C(C1=CC=CC=C1)OC=1C=C(C=CC1)[C@@H](CP(OCC)(OCC)=O)C